4-methyl-2-nitro-1-((2,2,2-trifluoroethoxy)methyl)benzene Methyl-(2-(2-chloro-4-fluorophenyl)acetyl)-D-prolinate C[C@]1(N(CCC1)C(CC1=C(C=C(C=C1)F)Cl)=O)C(=O)O.CC1=CC(=C(C=C1)COCC(F)(F)F)[N+](=O)[O-]